tris-(hydroxyethyl)methylammonium methylsulfate COS(=O)(=O)[O-].OCC[N+](C)(CCO)CCO